O=C1C(C(CC1)CC(=O)OC)CCCCC methyl (3-oxo-2-pentylcyclopentyl)acetate